ClC1=C(C=CC(=C1OCS)C)C1COCCCN1C1=NC(=NC(=C1)C)N 4-[3-(2-Chloro-4-methyl-sulfanylmethoxy-phenyl)-[1,4]oxazepan-4-yl]-6-methyl-pyrimidin-2-ylamine